1-(2,6-dioxopiperidin-3-yl)-1H-pyrrolo[2,3-b]pyridin-5-yl sulfurofluoridate S(OC=1C=C2C(=NC1)N(C=C2)C2C(NC(CC2)=O)=O)(=O)(=O)F